Methyl (S)-5-bromo-2-((4-(6-((4-cyano-2-fluorobenzyl)oxy)pyridin-2-yl)piperidin-1-yl)methyl)-1-(oxetan-2-ylmethyl)-1H-benzo[d]imidazole-6-carboxylate BrC1=CC2=C(N(C(=N2)CN2CCC(CC2)C2=NC(=CC=C2)OCC2=C(C=C(C=C2)C#N)F)C[C@H]2OCC2)C=C1C(=O)OC